N1(CCC1)S(=O)(=O)N[C@@H]1CC[C@H](OC1)CN1CCC2(CN(C2)C2=NC=NC=C2OC2=C(C(=O)N(C(C)C)C(C)C)C=C(C=C2)F)CC1 2-((4-(7-(((2S,5R)-5-(Azetidine-1-sulfonamido)tetrahydro-2H-pyran-2-yl)methyl)-2,7-diazaspiro[3.5]nonan-2-yl)pyrimidin-5-yl)oxy)-5-fluoro-N,N-diisopropylbenzamide